3-{4-methyl-1-[3-(methylsulfonyl)propyl]-1H-benzotriazol-5-yl}propanoate CC1=C(C=CC=2N(N=NC21)CCCS(=O)(=O)C)CCC(=O)[O-]